N(=[N+]=[N-])CC=1C=CC(=NC1)CN(CC1=NC=CC=C1)CC1=NC=CC=C1 (5-(azidomethyl)pyridin-2-yl)-N,N-bis(pyridin-2-ylmethyl)methanamine